O[C@]12CNCC[C@]1(C(N(C2)C2=CC=C(C(=O)O)C=C2)=O)C 4-((3as,7ar)-3a-hydroxy-7a-methyl-1-oxooctahydro-2H-pyrrolo[3,4-c]pyridin-2-yl)benzoic acid